CN(S(=O)(=O)C1=CC=C(C=C1)NC(OCC1=CC=C(C=C1)Cl)=O)C1COCC1 4-chlorobenzyl (4-(N-methyl-N-(tetrahydrofuran-3-yl)sulfamoyl)phenyl)carbamate